NC=1C2=C(N=CN1)N(C=C2C2=C(C=C(C=C2)NC(C(O)C2=CC(=CC=C2)F)=O)OC)C N-(4-(4-amino-7-methyl-7H-pyrrolo[2,3-d]pyrimidin-5-yl)-3-methoxyphenyl)-2-(3-fluorophenyl)-2-hydroxyacetamide